5,6-dibromo-1,3-dihydro-2H-indene BrC=1C=C2CCCC2=CC1Br